CC(C#CC1=CC(=CC=C1)OCOC)(C)C 1-(3,3-dimethylbut-1-yn-1-yl)-3-(methoxymethoxy)benzene